C(C)(=O)OCCCCCCCCCBr 9-bromononan-1-ol acetate